(E)-3'-allyl-5-(prop-1-en-1-yl)-[1,1'-biphenyl]-2,4'-diol C(C=C)C=1C=C(C=CC1O)C=1C(=CC=C(C1)\C=C\C)O